F[C@H]1\C(\C[C@@]2(CC[C@H]1N2)C)=C/C=2N=CC(=NC2)C2=C(C=C(C=C2)N2C=NC=C2)O 2-(5-((Z)-((1s,4s,5r)-4-fluoro-1-methyl-8-azabicyclo[3.2.1]oct-3-ylidene)methyl)pyrazin-2-yl)-5-(1H-imidazol-1-yl)phenol